NC1=NC(=CC(=N1)NC1=CC(=CC=C1)F)NC 2-amino-4-(3-fluoroanilino)-6-methylaminopyrimidine